C(C)(=O)NC1OC=CC=C1 N-acetylpyranamine